(1R)-1-[1-(2,2-dimethylpropyl)-5-fluoro-6-[3-(trifluoromethyl)-2-pyridyl]indol-3-yl]-2,2,2-trifluoro-ethanamine CC(CN1C=C(C2=CC(=C(C=C12)C1=NC=CC=C1C(F)(F)F)F)[C@H](C(F)(F)F)N)(C)C